2-([1,1'-biphenyl]-4-yl)-4-chloro-6-(1-phenylnaphthalen-2-yl)-1,3,5-triazine C1(=CC=C(C=C1)C1=NC(=NC(=N1)Cl)C1=C(C2=CC=CC=C2C=C1)C1=CC=CC=C1)C1=CC=CC=C1